OC(=O)C(F)(F)F.N1(N=NC=C1)C[C@@H]1C[C@H](CN1)NC(=O)C=1OC(=CN1)C1=CC(=CC=C1)CC N-((3R,5S)-5-((1H-1,2,3-triazol-1-yl)methyl)pyrrolidin-3-yl)-5-(3-ethylphenyl)oxazole-2-carboxamide TFA salt